5-ethyl-2-(6-methylpyridin-3-yl)-N-[(3S)-2-oxo-5-phenyl-2,3-dihydro-1H-1,4-benzodiazepin-3-yl]-5H,6H,7H,8H-pyrazolo[3,2-b][1,3]oxazepine-3-carboxamide C(C)C1CCCN2C(O1)=C(C(=N2)C=2C=NC(=CC2)C)C(=O)N[C@@H]2C(NC1=C(C(=N2)C2=CC=CC=C2)C=CC=C1)=O